tert-butyl 3-[[[4-[[3-[4-(difluoromethoxy) phenyl]imidazo[1,2-a]pyrazin-8-yl]amino]-2-methyl-benzoyl]amino] methyl]pyrrolidine-1-carboxylate FC(OC1=CC=C(C=C1)C1=CN=C2N1C=CN=C2NC2=CC(=C(C(=O)NCC1CN(CC1)C(=O)OC(C)(C)C)C=C2)C)F